N-((2-(2,6-dioxopiperidin-3-yl)-1-oxoisoindolin-5-yl)methyl)-2,2-difluoro-2-(2-fluorophenyl)acetamide O=C1NC(CCC1N1C(C2=CC=C(C=C2C1)CNC(C(C1=C(C=CC=C1)F)(F)F)=O)=O)=O